3-(phenoxymethyl)-4H-benzopyran-4-one O(C1=CC=CC=C1)CC1=COC2=C(C1=O)C=CC=C2